C(C)OC([C@@H](NC(C)=O)CC1=CNC2=CC=CC=C12)=O Acetyl-L-tryptophan ethyl ester